2,5,6-triamino-4-pyrimidineol sulfate S(=O)(=O)(O)OC1=NC(=NC(=C1N)N)N